FC1=C(C=CC(=C1)F)C=1OC2=C(C=C(C=C2C(C1C)=O)C)[C@@H](C)NC1=C(C(=NO)N)C(=CC=C1)F 2-[[(1R)-1-[2-(2,4-Difluoro-phenyl)-3,6-dimethyl-4-oxo-chromen-8-yl]ethyl]-amino]-6-fluoro-N'-hydroxy-benzamidine